1-[2-(dimethylamino)ethyl]-5-ethoxy-N1-methyl-N4-(4-(3,3,5,6-tetramethyl-2,3-dihydro-1H-pyrrolo[3,2-b]pyridin-1-yl)-1,3,5-triazin-2-yl)benzene-1,2,4-triamine CN(CCC1(C(C=C(C(=C1)OCC)NC1=NC=NC(=N1)N1CC(C2=NC(=C(C=C21)C)C)(C)C)N)NC)C